C1=CC=CC=2C3=CC=CC=C3C(C12)COC(=O)NCC(=O)N[C@H](C(=O)O)CC1=CC=C(C=C1)OC(C)(C)C (2S)-2-[[2-(9H-fluoren-9-ylmethoxycarbonylamino)acetyl]amino]-3-[4-[(2-methylpropan-2-yl)oxy]phenyl]propanoic acid